C(C)(C)(C)OC(=O)N1CCN(CC1)C1=NC=C(C=C1)NCCC1=CC=CC=C1 4-(5-(Phenethylamino)pyridin-2-yl)piperazine-1-carboxylic acid tert-butyl ester